3-p-tolyl-propiolic acid (3-{9-ethyl-2-[4-(2-hydroxyethyl)-piperazin-1-yl]-9H-purin-6-ylamino}phenyl) amide hydrochloride Cl.C(C)N1C2=NC(=NC(=C2N=C1)NC=1C=C(C=CC1)NC(C#CC1=CC=C(C=C1)C)=O)N1CCN(CC1)CCO